NC=1C2=C(N=CN1)N(C(=C2C2=CC[C@H](CC2)C(=O)N2[C@H](CCC2)C2CC2)C2=CC=C(C=C2)NC(C(=C)C)=O)C N-(4-(4-amino-5-((S)-4-((R)-2-cyclopropylpyrrolidine-1-carbonyl)cyclohex-1-en-1-yl)-7-methyl-7H-pyrrolo[2,3-d]pyrimidin-6-yl)phenyl)methacrylamide